FC1(CCN(CC1)C1=NC=CC(=C1)NC(C1=C(C=C(C=C1)I)N1CCC2(CC2)CC1)=O)F N-(2-(4,4-Difluoropiperidin-1-yl)pyridin-4-yl)-4-iodo-2-(6-azaspiro[2.5]octan-6-yl)benzamide